FC1=CC=C(C=C1)C(C)NC(=O)N1CCNCC1 N-(1-(4-fluorophenyl)ethyl)piperazine-1-carboxamide